3-(2-methyl-6-nitroquinolin-3-yl)piperidine-2,6-dione CC1=NC2=CC=C(C=C2C=C1C1C(NC(CC1)=O)=O)[N+](=O)[O-]